C(C)(C)(C)OC(=O)N(C1=CC(=NC(=C1F)C)NC1=C(C(=C2C(=N1)CCO2)C=2CCCN(CC2)C(=O)OC(C)(C)C)F)C tert-butyl 5-[5-[[4-[tert-butoxycarbonyl(methyl)amino]-5-fluoro-6-methyl-2-pyridyl]amino]-6-fluoro-2,3-dihydrofuro[3,2-b]pyridin-7-yl]-2,3,4,7-tetrahydroazepine-1-carboxylate